2-((4-(3-(4-chloro-2-fluorophenyl)-3-(fluoromethyl)-2,3-dihydrobenzo[b][1,4]dioxin-5-yl)piperidin-1-yl)methyl)-3-(((S)-oxetan-2-yl)methyl)-3H-imidazo[4,5-b]pyridine-5-carboxylic acid ClC1=CC(=C(C=C1)C1(OC2=C(OC1)C=CC=C2C2CCN(CC2)CC2=NC=1C(=NC(=CC1)C(=O)O)N2C[C@H]2OCC2)CF)F